C[C@@]1([C@@](C=CC=C1)(C(=O)OC)C)C(=O)OC dimethyl trans-1,2-dimethylcyclohexa-3,5-diene-1,2-dicarboxylate